BrCC(=O)C1=NC=C(C=C1)OC 2-bromo-1-(5-methoxypyridin-2-yl)ethan-1-one